NCC=1C=NN(C1)C1=C(C=C(C=C1)NC(=O)C=1C=NN(C1C(F)(F)F)C1=C2C=CC=NC2=CC=C1)C N-(4-(4-(aminomethyl)-1H-pyrazol-1-yl)-3-methylphenyl)-1-(quinolin-5-yl)-5-(trifluoromethyl)-1H-pyrazole-4-carboxamide